5-(thiazolidine-2-yl)benzene-1,3-diol S1C(NCC1)C=1C=C(C=C(C1)O)O